N-(4,6-difluoro-1,3-benzothiazol-2-yl)-3,5-dimethyladamantane-1-carboxamide FC1=CC(=CC2=C1N=C(S2)NC(=O)C21CC3(CC(CC(C2)C3)(C1)C)C)F